CC1=NC=CC(=C1C)N 2,3-dimethylpyridine-4-amine